The molecule is a diterpenoid that is isolated from Pseudopterogorgia kallos and exhibits antimalarial and anticancer activity. It has a role as a metabolite, an antimalarial and an antineoplastic agent. It is a diterpenoid, an acetate ester, a gamma-lactone, a cyclic acetal and an organic heterohexacyclic compound. CC1=C[C@]23[C@H]4[C@H]5[C@]2([C@@H](C[C@@H]6[C@@H]([C@]1(O3)O)O[C@@H](C6=C)O)OC(=O)C)C(=O)O[C@H]5C[C@]4(C)O